N-(4-(4-(benzyloxy)-3-cyanopyridin-2-yl)-3-fluorobenzyl)-5-fluoro-2-methoxybenzamide C(C1=CC=CC=C1)OC1=C(C(=NC=C1)C1=C(C=C(CNC(C2=C(C=CC(=C2)F)OC)=O)C=C1)F)C#N